OC[C@@H]1O[C@H](CCC1)OC1=CC(=CC(=C1)\C=C\C1=CC=C(C=C1)OCC1OC1)OCC1OC1 (2R,3S,4S,5R,6S)-2-(hydroxymethyl)-6-(3-(oxiran-2-ylmethoxy)-5-((E)-4-(oxiran-2-ylmethoxy)styryl)phenoxy)tetrahydro-2H-pyran